bicyclopropanol C1(CC1)(C1CC1)O